ClC=1C=C(OCCOCCOCCOCCOCCOCCOCCOCCOCCOC2=CC=C(C(=O)OC(C)(C)C)C=C2)C=C(C1)[N+](=O)[O-] tert-butyl 4-[2-[2-[2-[2-[2-[2-[2-[2-[2-(3-chloro-5-nitro-phenoxy)ethoxy]ethoxy] ethoxy]ethoxy]ethoxy]ethoxy]ethoxy]ethoxy]ethoxy]benzoate